FC=1C(=NC(=NC1)NC1=CC=C(C=N1)C1CCN(CC1)CC1CCC(CC1)CO)C=1C=NN2C1[C@@H](CCCC2)C ((1r,4r)-4-((4-(6-((5-fluoro-4-((R)-4-methyl-5,6,7,8-tetrahydro-4H-pyrazolo[1,5-a]azepin-3-yl)pyrimidin-2-yl)amino)pyridin-3-yl)piperidin-1-yl)methyl)cyclohexyl)methanol